(S)-N-(4-(2,5-difluoro-phenyl)-2-(3-fluoropyrrolidin-1-yl)pyridin-3-yl)-3-(dimethylamino)-propanamide FC1=C(C=C(C=C1)F)C1=C(C(=NC=C1)N1C[C@H](CC1)F)NC(CCN(C)C)=O